C1(CC1)C1=CN=C(N=N1)N[C@@H]1C[C@H](CC1)NC1=CC=C(C=N1)N1C(C=CC(=C1)OC)=O 6'-(((1S,3S)-3-((6-Cyclopropyl-1,2,4-triazin-3-yl)amino)cyclopentyl)amino)-5-methoxy-2H-[1,3'-bipyridin]-2-one